3-ethyl-8-fluoro-7-((4-(8-(methylamino)-1,7-naphthyridin-3-yl)-3,6-dihydropyridin-1(2H)-yl)methyl)quinolin-2(1H)-one C(C)C=1C(NC2=C(C(=CC=C2C1)CN1CCC(=CC1)C=1C=NC2=C(N=CC=C2C1)NC)F)=O